(S)-2-((benzyloxy)methyl)-6-methylene-4-toluenesulfonyl-1,4-oxazepane C(C1=CC=CC=C1)OC[C@H]1OCC(CN(C1)S(=O)(=O)CC1=CC=CC=C1)=C